FC(OCCCC#CC1=CC=CC=C1)F (5-(difluoromethoxy)pent-1-yn-1-yl)benzene